CC1=C(C(N(C2=NC=CN=C21)CC2=NC=CN=C2C(F)(F)F)=O)N2CCN(CC2)C(=O)OC(C)(C)C tert-butyl 4-(8-methyl-6-oxo-5-((3-(trifluoromethyl)pyrazin-2-yl)methyl)-5,6-dihydropyrido[2,3-b]pyrazin-7-yl)piperazine-1-carboxylat